calcium oxide, barium salt [Ba+2].[O-2].[Ca+2].[O-2]